C=1(C=2N(C=CN1)C=CC2)O pyrrolo[1,2-a]pyrazin-1-ol